N[C@@H](CO)[C@@H](\C=C\CCCCCCCCCCCCCCCCCCCC)O (2S,3R,E)-2-aminopentacos-4-ene-1,3-diol